4-(azidomethyl)-2,6-dimethoxy-N-(4-methoxybenzo[d]isoxazol-3-yl)benzenesulfonamide methyl-2-(2-(piperazin-1-yl)ethoxy)acetate COC(COCCN1CCNCC1)=O.N(=[N+]=[N-])CC1=CC(=C(C(=C1)OC)S(=O)(=O)NC1=NOC2=C1C(=CC=C2)OC)OC